C(C)(C)(C)N=[W](N(CC)C)(N(C)CC)=NC(C)(C)C bis(t-butylimino)bis(ethylmethylamino)tungsten